C(CCCCCCC)OC(CCC(=O)OCCC(CCOC(CCC(OCCCCCCCC)OCCCCCCCC)=O)OC(=O)OCCCN(C)CC)OCCCCCCCC 3-(((3-(ethyl(methyl)amino)propoxy)carbonyl)oxy)pentane-1,5-diyl bis(4,4-bis(octyloxy)butanoate)